[N-](S(=O)(=O)C(F)(F)F)S(=O)(=O)C(F)(F)F.C[NH3+] N-methylammonium bis(trifluoromethanesulfonyl)imide